N(=[N+]=[N-])CC1=C(N=NN1C)C1=CC=C(C(=N1)C)OC[C@@H]1[C@H](CCCC1)C(=O)OC methyl (1S,2S)-2-(((6-(5-(azidomethyl)-1-methyl-1H-1,2,3-triazol-4-yl)-2-methyl pyridin-3-yl)oxy)methyl)cyclohexane-1-carboxylate